COC1=CC=C(C=C1)[S@](=O)(=N)C=1C=C2C=NN(C(C2=CC1)=O)CC=1C=NC(=CC1)OC (R)-6-(4-methoxyphenylsulphonimidoyl)-2-((6-methoxypyridin-3-yl)methyl)phthalazin-1(2H)-one